ClC1=C(C=C(C=C1)C(O)C1=CC=C(C=C1)OC(F)(F)F)[N+](=O)[O-] (4-chloro-3-nitrophenyl)(4-(trifluoromethoxy)phenyl)methanol